COC1=CC=C(C(C2=CC=C(C=C2)OC)(C2=CC=CC=C2)OC[C@@H]2[C@H]([C@]([C@@H](O2)N2C(=O)NC(=O)C=C2)(O)OC)O)C=C1 5'-O-(4,4'-dimethoxytrityl)-2'-methoxyuridine